[Si](C)(C)(C(C)(C)C)OC(CN1C(C2=CC=CC=C2C1=O)=O)CN1CC2=CC=CC=C2CC1 2-{2-[(tert-Butyldimethylsilyl)oxy]-3-(1,2,3,4-tetrahydroisoquinolin-2-yl)propyl}-2,3-dihydro-1H-isoindole-1,3-dione